7-Nonacosenoic acid C(CCCCCC=CCCCCCCCCCCCCCCCCCCCCC)(=O)O